OCC[N+](C)(C)C.C1(=CC=CC=C1)[O-] phenolate choline salt